N1=CC(=CC=C1)C=1C=C(C=NC1)[C@@H]1OCC[C@H]1N |r| [rac-(2S,3R)-2-[5-(3-pyridyl)-3-pyridyl]tetrahydrofuran-3-yl]amine